O(S(=O)(=O)C(F)(F)F)C1=NC(=C(C2=C1C=CS2)C2=C(C=C(C=C2)F)OC(C)C)C2=NN1C(CN(C[C@H]1C)C(C=C)=O)=C2 [7-(4-fluoro-2-isopropoxy-phenyl)-6-[(7R)-7-methyl-5-prop-2-enoyl-6,7-dihydro-4H-pyrazolo[1,5-a]pyrazin-2-yl] thieno[3,2-c]pyridin-4-yl] triflate